ClC1=NC=2C=C(C=3C(C2C(=N1)Cl)=CN(N3)C)C3=CC(=CC1=CC=C(C(=C31)CC)F)OCOC 7,9-dichloro-4-[8-ethyl-7-fluoro-3-(methoxymethoxy)-1-naphthyl]-2-methyl-pyrazolo[4,3-f]quinazoline